2-(1-(4-methoxybenzyl)-1H-pyrazol-4-yl)propan-2-ol COC1=CC=C(CN2N=CC(=C2)C(C)(C)O)C=C1